BrC1=CC=C(S1)C1=CC=C(C2=NSN=C21)C=2SC(=CC2)Br 4,7-Bis(5-bromo-2-thienyl)-2,1,3-benzothiadiazole